FC(C(=O)O)(F)F.COCCN1CCC(CC1)NCC(F)(F)F (2-methoxyethyl)-N-(2,2,2-trifluoroethyl)piperidin-4-amine trifluoroacetate